(S)-2,3,9-trimethoxy-10-cyclopropyloxy-6,8,13,13a-tetrahydro-5H-dibenzo[a,g]quinolizine COC=1C(=CC2=C([C@@H]3CC4=C(CN3CC2)C(=C(C=C4)OC4CC4)OC)C1)OC